C(C)(C)(C)[C@](C(=O)OC(CC)(CCN)CCN)([C@H](CCCB1OC(C(O1)(C)C)(C)C)CN=[N+]=[N-])NC(=O)OCC1=CC=CC=C1 bis-(2-aminoethyl)propanol (2S,3R)-tert-Butyl-3-(azidomethyl)-2-(benzyloxycarbonylamino)-6-(4,4,5,5-tetramethyl-1,3,2-dioxaborolan-2-yl)hexanoate